1-methylquinoline CN1CC=CC2=CC=CC=C12